N[Y] aminoyttrium